Benzyl 4-(4-((tert-butoxycarbonyl)amino)-5-methyl-1H-indol-1-yl)piperidine-1-carboxylate C(C)(C)(C)OC(=O)NC1=C2C=CN(C2=CC=C1C)C1CCN(CC1)C(=O)OCC1=CC=CC=C1